NC=1C(=NC=C(C1)S(=O)(=O)C1=CC=C(C=C1)OC(F)(F)F)C=1SC(=CN1)CO (2-{3-Amino-5-[4-(trifluoromethoxy)benzene-1-sulfonyl]pyridin-2-yl}-1,3-thiazol-5-yl)methanol